C(C)C1=CN=C(S1)C=1C=C(C(=O)N[C@H](C)C=2C=NC(=NC2)C(F)(F)F)C=C(C1)OC[C@H]1OCCC1 3-(5-ethyl-1,3-thiazol-2-yl)-5-[(2S)-tetrahydrofuran-2-ylmethoxy]-N-{(1R)-1-[2-(trifluoromethyl)pyrimidin-5-yl]ethyl}benzamide